OC1=C(C=CC=C1)C1=CC(=CN=N1)N1CCC(CC1)(C(=O)N1CC2(C1)CCN(CC2)C(CN2CCC(CC2)C2=CC=C(C=C2)N[C@H]2C(NC(CC2)=O)=O)=O)C2=CC=CC=C2 |r| rac-(r)-3-((4-(1-(2-(2-(1-(6-(2-hydroxyphenyl)pyridazin-4-yl)-4-phenylpiperidine-4-carbonyl)-2,7-diazaspiro[3.5]nonan-7-yl)-2-oxoethyl)piperidin-4-yl)phenyl)amino)piperidine-2,6-dione